FC=1C(=C2C=NN(C2=CC1O)C1=CC=C(C=C1)C1=CC(=CC=C1)O)C(F)(F)F 5-Fluoro-1-(3'-hydroxy-[1,1'-biphenyl]-4-yl)-4-(trifluoromethyl)-1H-indazol-6-ol